Cl.[C@H]12CNC[C@@H]2C1C1=NOC(=N1)CN1N=CC2=C(C1=O)C=CC=N2 6-[[3-[(1R,5S)-3-azabicyclo[3.1.0]hexane-6-yl]-1,2,4-oxadiazol-5-yl]methyl]pyrido[2,3-d]pyridazin-5-one hydrochloride